CN1N=C(C(=C1)C1=C(C=CC=C1)C=1N=C2N(C=CC(=C2)C(=O)OC)C1)C methyl 2-(2-(1,3-dimethyl-1H-pyrazol-4-yl)phenyl)imidazo[1,2-a]pyridine-7-carboxylate